methyl 4-[(phenylcarbamoyl) ureido]benzoate C1(=CC=CC=C1)NC(=O)NC(NC1=CC=C(C(=O)OC)C=C1)=O